2-(5-fluoropyridin-3-yl)-N-[(1s,2r)-2-hydroxycyclopentyl]-3-oxo-6-[6-(trifluoromethyl)pyridin-3-yl]-2,3-dihydropyridazine-4-carboxamide FC=1C=C(C=NC1)N1N=C(C=C(C1=O)C(=O)N[C@@H]1[C@@H](CCC1)O)C=1C=NC(=CC1)C(F)(F)F